N1(N=NC2=C1C=CC=C2)O[P+](N2CCCC2)(N2CCCC2)N2CCCC2 benzotriazol-1-yloxy(tripyrrolidin-1-yl)phosphanium